(1R,4s)-4-(8-(2-chloro-4-cyano-6-fluorophenylamino)-2-((1S,3S)-3-hydroxycyclopentylamino)-9H-purin-9-yl)-1-methylcyclohexanecarboxamide ClC1=C(C(=CC(=C1)C#N)F)NC=1N(C2=NC(=NC=C2N1)N[C@@H]1C[C@H](CC1)O)C1CCC(CC1)(C(=O)N)C